2-bromo-6-(6-(difluoromethoxy)-5-((3,3-dimethylazetidin-1-yl)methyl)benzo[d]oxazol-2-yl)benzonitrile BrC1=C(C#N)C(=CC=C1)C=1OC2=C(N1)C=C(C(=C2)OC(F)F)CN2CC(C2)(C)C